1-methyl-2,5-bis(pyridin-4-yl)-1H-indole CN1C(=CC2=CC(=CC=C12)C1=CC=NC=C1)C1=CC=NC=C1